[C@@H]1([C@H](CCCC1)C(=O)[O-])C(=O)[O-] (1R)-cis-cyclohexan-1,2-dicarboxylat